1-(1-methyl-4-piperidyl)pyrazol-4-amine CN1CCC(CC1)N1N=CC(=C1)N